C(C)(C)C1=C(O[C-]2C=CC=C2)C(=CC=C1)C(C)C.[CH-]1C=CC=C1.[Ti+2] 2,6-diisopropylphenoxytitanocene